benzofuro[3,2-b]pyrrole N1C2=C(C=C1)OC1=C2C=CC=C1